N[C@H](CO)[C@H](\C=C\CCCCCCCCCCCCC)O (2R,3S,4E)-2-amino-4-octadecene-1,3-diol